N1(CCC1)C=1C2=C(N=C(N1)C)CN(C2C)C(=O)OC(C)(C)C tert-butyl 4-(azetidin-1-yl)-2,5-dimethyl-5,7-dihydro-6H-pyrrolo[3,4-d]pyrimidine-6-carboxylate